COC(CC1COCC1CC(=O)[O-])=O methyl-tetrahydrofuran-3,4-diyl-diacetate